diethyl ((5-((3,4-dimethoxybenzyl)oxy)thiazolo[5,4-b]pyridin-2-yl)methyl)phosphonate COC=1C=C(COC2=CC=C3C(=N2)SC(=N3)CP(OCC)(OCC)=O)C=CC1OC